(2S,3R,4S,5R)-2-[4-(cyclopentyloxy)imidazo[2,1-f][1,2,4]triazin-7-yl]-5-(hydroxymethyl)oxolane-3,4-diol C1(CCCC1)OC1=NC=NN2C1=NC=C2[C@@H]2O[C@@H]([C@H]([C@H]2O)O)CO